C1(CC1)C1=NN(C(=C1F)C1CC1)CC(=O)O 2-(3,5-Dicyclopropyl-4-fluoro-pyrazol-1-yl)acetic acid